C(C)[Si](C1(SCCCS1)C=1C=C(C=CC1)C)(CC)CC triethyl-(2-(m-tolyl)-1,3-dithian-2-yl)silane